O=C1C2(CCN(C2)C=2SC=C(N2)C(=O)OC)CCC(N1)=O methyl 2-(6,8-dioxo-2,7-diazaspiro[4.5]decan-2-yl)thiazole-4-carboxylate